CNCC(=O)C1=CC=CC=C1 2-(methylamino)-1-phenylethane-1-one